BrCC(COCC(C(=O)OC)(C)C1=CC(=CC=C1)I)C methyl 3-(3-bromo-2-methylpropoxy)-2-(3-iodophenyl)-2-methylpropanoate